C(C)(=O)OC=1C=C(C=CC1)C meta-Tolyl acetate